FC1(CC(C1)(CC1=NN=CN1C)C=1C=C(C=C(C1)NCC)N1C(C2=CC(=CC(=C2C1)C(F)(F)F)CNC1(CCC1)C)=O)F 2-(3-(3,3-difluoro-1-((4-methyl-4H-1,2,4-triazol-3-yl)methyl)cyclobutyl)-5-(ethylamino)phenyl)-6-(((1-methylcyclobutyl)amino)methyl)-4-(trifluoromethyl)isoindolin-1-one